4-[2-(cyclobutyloxy)-5-(methylsulfonyl)phenyl]-6-methyl-1,6-dihydro-7H-pyrrolo[2,3-c]pyridin-7-one C1(CCC1)OC1=C(C=C(C=C1)S(=O)(=O)C)C=1C2=C(C(N(C1)C)=O)NC=C2